CC1=C(C(=O)Cl)C(=CC=C1[N+](=O)[O-])C 2,6-dimethyl-3-nitrobenzoyl chloride